C1(CCC1)N1C(=CC2=CC(=C(C=C12)C1=NN=C(N1)C)F)C1=CC=C(C=C1)NC(OC(C)(C)C)=O tert-butyl (4-(1-cyclobutyl-5-fluoro-6-(5-methyl-4H-1,2,4-triazol-3-yl)-1H-indol-2-yl)phenyl)carbamate